BrC1=CC=C(C=C1)C(=C(C1=CC=CC=C1)C1=CC=CC=C1)C1=CC=CC=C1 1-(4-bromophenyl)-1,2,2-triphenylethylene